C(C1=CC=CC=C1)N1CCN2CCC1C2 4-benzyl-1,4-diazabicyclo[3.2.1]octane